N1C=C(C2=CC=CC=C12)CC1=NC2=C(N1)C=CC(=C2)NC(=O)[C@H]2NCCC2 (S)-N-(2-((1H-indol-3-yl)methyl)-1H-benzo[d]imidazol-5-yl)pyrrolidine-2-carboxamide